C(C)(=O)O[C@@H]1[C@H](O[C@H]([C@@H]([C@H]1OC(C)=O)OC(C)=O)OC1=CC=C(C=C1)COC(=O)OC1=CC=C(C=C1)[N+](=O)[O-])C(=O)OC Methyl (2S,3S,4S,5R,6S)-3,4,5-triacetoxy-6-[4-[(4-nitrophenoxy)carbonyloxymethyl]phenoxy]tetrahydropyran-2-carboxylate